1-[3-chloro-5-[(7R)-6-[2-chloro-3-(5-cyano-1H-pyrrol-3-yl)-5-fluoro-benzoyl]-2,7-dimethyl-5,7-dihydro-4H-pyrazolo[3,4-c]pyridin-3-yl]phenyl]cyclopropanecarboxamide ClC=1C=C(C=C(C1)C=1N(N=C2[C@H](N(CCC21)C(C2=C(C(=CC(=C2)F)C2=CNC(=C2)C#N)Cl)=O)C)C)C2(CC2)C(=O)N